C(C)[NH+]1C(N(C(C1)CC)CC)CC 1,2,3,4-tetraethylimidazolinium